tert-butyl (S,Z)-(((tert-butoxycarbonyl)amino)(2-(3-(4-(4-methoxybutoxy)-3-(trifluoromethyl)phenyl)-1,2,4-oxadiazol-5-yl)pyrrolidin-1-yl)methylene)carbamate C(C)(C)(C)OC(=O)N/C(/N1[C@@H](CCC1)C1=NC(=NO1)C1=CC(=C(C=C1)OCCCCOC)C(F)(F)F)=N/C(OC(C)(C)C)=O